1-[[6-(2-chloro-4-fluoro-5-methoxy-phenyl)-3-(1-methylpyrazolo[4,3-c]pyridin-7-yl)-2,4-dioxo-thieno[3,2-d]pyrimidin-1-yl]methyl]cyclopropanecarbonitrile ClC1=C(C=C(C(=C1)F)OC)C1=CC=2N(C(N(C(C2S1)=O)C=1C2=C(C=NC1)C=NN2C)=O)CC2(CC2)C#N